2-methyl-octadecyl-magnesium chloride CC(C[Mg]Cl)CCCCCCCCCCCCCCCC